C1=C(C=CC2=CC=CC=C12)C=1C2=CC=CC=C2C(=C2C=CC(=CC12)C1=CC=C(C=C1)C1=NC2=C(N1C1=CC=CC=C1)C=CC=C2)C2=CC1=CC=CC=C1C=C2 2-[4-(9,10-di-2-naphthyl-2-anthracenyl)phenyl]-1-phenyl-1H-benzimidazole